(S)-2-(3-fluorophenyl)-9-(1-(2-(3-hydroxy-1,1-dioxidothietan-3-yl)phenoxy)ethyl)-3,7-dimethyl-4H-pyrido[1,2-a]pyrimidin-4-one FC=1C=C(C=CC1)C=1N=C2N(C(C1C)=O)C=C(C=C2[C@H](C)OC2=C(C=CC=C2)C2(CS(C2)(=O)=O)O)C